ClC1=C(C(=CC=C1)Cl)C=CCC 4-(2,6-dichlorophenyl)-3-butene